N2-(Pyridin-4-ylacetyl)-L-glutamine N1=CC=C(C=C1)CC(=O)N[C@@H](CCC(N)=O)C(=O)O